C1CN(CCC12CCNCC2)CC2=CC=CC=1NC(N(C12)C)=O 4-(3,9-Diazaspiro[5.5]undecan-3-ylmethyl)-3-methyl-2-oxo-benzimidazol